2-amino-N-(4-(benzylthio)phenyl)-2,3-dihydro-1H-indene-2-carboxamide hydrochloride Cl.NC1(CC2=CC=CC=C2C1)C(=O)NC1=CC=C(C=C1)SCC1=CC=CC=C1